ClC=1C(=CC2=C(NC(=N2)[C@H](CCO)C2=CC=C(C=C2)S(=O)(=O)CC2CC2)C1)C1=C(C=CC=C1)OC(C)C (R)-3-(6-chloro-5-(2-isopropoxyphenyl)-1H-benzo[d]imidazol-2-yl)-3-(4-((cyclopropylmethyl)sulfonyl)phenyl)propan-1-ol